C(C1=CC=CC=C1)[C@@]([C@@H]([C@H](C=O)O)O)(O)[C@H](O)CO 4-Benzylglucose